COC(CCNC(OCC1=CC=CC=C1)=O)OC benzyl (3,3-dimethoxypropyl)carbamate